CC1(C2=CN=CC=C2C=2C=CN=CC12)C 9,9-dimethyl-2,7-diazafluorene